C(=O)(OCC1=CC=CC=C1)N1C[C@H](C(CC1)=C=O)F (3S,3R)-N-Cbz-3-fluoro-4-carbonylpiperidine